(2-[hexahydro-1H-furo[3,4-c]pyrrol-5-yl]ethyl)-7-(1H-pyrazol-3-yl)-2H-pyrazolo[3,4-c]quinolin-4-amine C1OCC2C1CN(C2)CCC=2NN=C1C(=NC=3C=C(C=CC3C12)C1=NNC=C1)N